O[C@]1([C@H]([C@H](C1)N1C=CC2=C1N=NC(=C2)C2=C(C=C(C=C2C)C(F)(F)F)O)C)C |o1:1,2,3| 2-{7-[(1S*,2S*,3R*)-3-hydroxy-2,3-dimethylcyclobutyl]-7H-pyrrolo[2,3-c]pyridazin-3-yl}-3-methyl-5-(trifluoromethyl)phenol